FC1=NNC=C1 3-fluoro-1H-pyrazol